C1CC12CNCC2NC2=CC=CC(=N2)C2=CN=C1N2C=C(C=C1)C=1C=NN(C1)CC(C)(O)C 1-(4-(3-(6-((5-azaspiro-[2.4]heptan-7-yl)amino)-pyridin-2-yl)imidazo[1,2-a]pyridin-6-yl)-1H-pyrazol-1-yl)-2-methyl-propan-2-ol